OC(CCCCCCCCCC(=O)[O-])CCCCCCCCCC(=O)[O-] 2-hydroxy-propane-1,3-diyl-dipelargonate